2-chloro-N-(1-(4-(trifluoromethyl)benzyl)-1H-indazol-3-yl)thiophene-3-carboxamide ClC=1SC=CC1C(=O)NC1=NN(C2=CC=CC=C12)CC1=CC=C(C=C1)C(F)(F)F